N1=NC=NC(=C1)C(=O)N [1,2,4]Triazine-5-carboxamide